(S)-1-amino-2-(1-(but-2-ynoyl)piperidin-2-yl)-4-(4-((4-methylpyridin-2-yl)carbamoyl)phenyl)-1H-imidazole-5-carboxamide NN1C(=NC(=C1C(=O)N)C1=CC=C(C=C1)C(NC1=NC=CC(=C1)C)=O)[C@H]1N(CCCC1)C(C#CC)=O